isoeicosyl-carbamic acid C(CCCCCCCCCCCCCCCCC(C)C)NC(O)=O